3-(2-chloro-6-fluorophenyl)-7-((1-(1-(2-hydroxyethyl)piperidin-4-yl)-1H-indol-5-yl)amino)-1-methyl-2,3-dihydropyrimido[4,5-d]Pyrimidine-4(1H)-one ClC1=C(C(=CC=C1)F)N1CN(C2=NC(=NC=C2C1=O)NC=1C=C2C=CN(C2=CC1)C1CCN(CC1)CCO)C